1-[({1-[5-(difluoromethyl)(1,3,4-thiadiazol-2-yl)]-4-[4-(difluoromethyl)piperidyl]-1H-indazol-6-yl}sulfonyl)amino]cyclopropanecarbonitrile FC(C1=NN=C(S1)N1N=CC2=C(C=C(C=C12)S(=O)(=O)NC1(CC1)C#N)N1CCC(CC1)C(F)F)F